C(C)(C)C1=CC=C(OOOC2=CC=C(C=C2)C(C)C)C=C1 di(p-isopropylphenoxy) oxide